pentamethylcyclopentadienyl(1-neopentylindenyl)hafnium CC1=C(C(=C(C1([Hf]C=1C(C2=CC=CC=C2C1)CC(C)(C)C)C)C)C)C